4-(5-(7,8-dimethyl-[1,2,4]triazolo[1,5-a]pyridin-6-yl)-6-isopropyl-4H-pyrrolo[3,2-d]thiazol-2-yl)-N-neopentylcyclohexan-1-amine CC1=C(C=2N(C=C1C1=C(C=3N=C(SC3N1)C1CCC(CC1)NCC(C)(C)C)C(C)C)N=CN2)C